tert-butyl N-[(2R,3S)-1-{5-chloro-3-formyl-7-[(thiophen-2-ylmethyl)amino]furo[3,2-b]pyridin-2-yl}-3-fluorobutan-2-yl]carbamate ClC1=CC(=C2C(=N1)C(=C(O2)C[C@H]([C@H](C)F)NC(OC(C)(C)C)=O)C=O)NCC=2SC=CC2